FC(OC1=C(C=C(C=C1)OC=1C=NC=CC1)C1=NN(C=C1NC(=O)C=1C=NN2C1N=CC=C2)C)F N-[3-[2-(difluoromethoxy)-5-(3-pyridyloxy)phenyl]-1-methyl-pyrazol-4-yl]pyrazolo[1,5-a]pyrimidine-3-carboxamide